rac-(1r,2r,3s,4r,5s)-5-hydroxy-N-(4-methyl-3-(trifluoromethyl)phenyl)-3-(3-(trifluoromethyl)phenyl)-7-oxabicyclo[2.2.1]heptane-2-carboxamide O[C@@H]1[C@H]2[C@@H]([C@H]([C@@H](C1)O2)C(=O)NC2=CC(=C(C=C2)C)C(F)(F)F)C2=CC(=CC=C2)C(F)(F)F |r|